FC(CS(=O)(=O)NC1=C2CCCC2=C(C=C1)OC=1N=C(SC1C1=NC(=NC=C1)N[C@@H]1CNC[C@H](C1)F)C)(F)F 2,2,2-trifluoro-N-[7-[5-[2-[[(3S,5S)-5-fluoro-3-piperidyl]amino]pyrimidin-4-yl]-2-methyl-thiazol-4-yl]oxyindan-4-yl]ethanesulfonamide